3,4-dichloro-N-(2-methyl-4-(2-((1-methyl-1H-pyrazol-4-yl)amino)pyrimidin-4-yl)benzyl)benzamide ClC=1C=C(C(=O)NCC2=C(C=C(C=C2)C2=NC(=NC=C2)NC=2C=NN(C2)C)C)C=CC1Cl